CC=1C=CC=2N(C3=CC=CC=C3C2C1)C1=CC=C(C=C1)C1=C(C(=CC(=C1C1=CC=C(C=C1)N1C2=CC=CC=C2C=2C=C(C=CC12)C)C1=NC(=CC=C1)C)C#N)C1=CC=C(C=C1)N1C2=CC=CC=C2C=2C=C(C=CC12)C 4,4''-bis(3-methyl-9H-carbazol-9-yl)-6'-(4-(3-methyl-9H-carbazol-9-yl)phenyl)-5'-(6-methylpyridin-2-yl)-[1,1':2',1''-terphenyl]-3'-carbonitrile